6-(3-chloro-4-fluoro-phenyl)-pyrimidine-4-carboxylic acid ClC=1C=C(C=CC1F)C1=CC(=NC=N1)C(=O)O